N-[4-[[[6-[cyclopropyl-[[5-(trifluoromethyl)-2-pyridyl]methyl]amino]-5-fluoro-pyrimidin-4-yl]amino]methyl]phenyl]-1,1-difluoro-methanesulfonamide C1(CC1)N(C1=C(C(=NC=N1)NCC1=CC=C(C=C1)NS(=O)(=O)C(F)F)F)CC1=NC=C(C=C1)C(F)(F)F